C(#N)C1=CC=C(C=C1)[C@@H](CN[C@H](C(=O)NC=1C=CC2=C(NC(O2)=C=O)C1)C1=CC=CC=C1)C (S)-2-(((S)-2-(4-cyanophenyl)propyl)amino)-N-(2-carbonyl-2,3-dihydrobenzo[d]oxazol-5-yl)-2-phenylacetamide